Methyl (2S)-2-((2S)-2-(((2-(3-chlorophenyl)-2-methyl 1-phenylpropoxy)carbonyl)amino) hexanamido)-3-((S)-2-oxopyrrolidin-3-yl)propanoate ClC=1C=C(C=CC1)C(C(OC(=O)N[C@H](C(=O)N[C@H](C(=O)OC)C[C@H]1C(NCC1)=O)CCCC)C1=CC=CC=C1)(C)C